5-Fluoropyridine-2-sulfonyl chloride FC=1C=CC(=NC1)S(=O)(=O)Cl